(S)-N-(2-(2-cyano-4,4-difluoropyrrolidin-1-yl)-2-oxoethyl)-6-((4-methoxyphenyl)ethynyl)quinoline-4-carboxamide C(#N)[C@H]1N(CC(C1)(F)F)C(CNC(=O)C1=CC=NC2=CC=C(C=C12)C#CC1=CC=C(C=C1)OC)=O